C(C(CC1=CC=C(C=C1)[C@@H](C(=O)OC1=CC=2C(=C3C(=NC2C=C1)C1=CC2=C(C(N1C3)=O)COC([C@]2(O)CC)=O)CC)C)C([2H])([2H])[2H])([2H])([2H])[2H] (S)-4,11-diethyl-4-hydroxy-3,14-dioxo-3,4,12,14-tetrahydro-1H-pyrano[3',4':6,7]indolizino[1,2-b]quinolin-9-yl (S)-2-(4-(2-(methyl-d3)propyl-3,3,3-d3)phenyl)propanoate